COC(C(C(C)C)C1=CC(=NO1)N1CCC(CC1)C(OC)OC)=O 2-[3-[4-(dimethoxymethyl)-1-piperidinyl]isoxazol-5-yl]-3-methyl-butyric acid methyl ester